N.[Zn] zinc ammonia salt